tert-butyl 2-(((2S,3R)-1,3-bis(benzyloxy)-1-oxobutan-2-yl)carbamoyl)-2-(hydroxymethyl)piperidine-1-carboxylate C(C1=CC=CC=C1)OC([C@H]([C@@H](C)OCC1=CC=CC=C1)NC(=O)C1(N(CCCC1)C(=O)OC(C)(C)C)CO)=O